(2-methoxy-pyrimidin-4-yl)-ethanone COC1=NC=CC(=N1)C(C)=O